C(C)(C)(C)C=1C(=C(C=C(C1)C)N1N=C2C(=N1)C=CC(=C2)Cl)O 2-[3-tert-butyl-5-methyl-2-hydroxyphenyl]-5-chlorobenzotriazole